tert-butyl 3-[(6-{4-[2-(cyclopropylmethyl)-1,2,3-triazol-4-yl]-1-{[2-(trimethyl silyl)ethoxy]methyl}indazol-7-yl}pyridazin-3-yl)(methyl)amino]-8-azabicyclo[3.2.1]octane-8-carboxylate C1(CC1)CN1N=CC(=N1)C1=C2C=NN(C2=C(C=C1)C1=CC=C(N=N1)N(C1CC2CCC(C1)N2C(=O)OC(C)(C)C)C)COCC[Si](C)(C)C